2-[6-amino-5-[8-[2-[3-(3,4,4-trifluoroazepan-1-yl)prop-1-ynyl]-4-pyridyl]-3,8-diazabicyclo[3.2.1]octan-3-yl]pyridazin-3-yl]phenol NC1=C(C=C(N=N1)C1=C(C=CC=C1)O)N1CC2CCC(C1)N2C2=CC(=NC=C2)C#CCN2CC(C(CCC2)(F)F)F